1-(5-aminopyridin-2-yl)-2-methyl-2-(pyridin-2-yl)propan-1-one NC=1C=CC(=NC1)C(C(C)(C1=NC=CC=C1)C)=O